Bromomethylbenzaldehyde BrCC1=C(C=O)C=CC=C1